FC=1C=CC(=C(C1)C(C(=O)O)N1C=NC2=CC=C(C(=C2C1=O)F)C1=CC=C(C=C1)C1CCN(CC1)C)OCOC 2-(5-Fluoro-2-(methoxymethoxy)-phenyl)-2-(5-fluoro-6-(4-(1-methyl-piperidin-4-yl)phenyl)-4-oxo-quinazolin-3(4H)-yl)acetic acid